BrC1=CC(=CC=2NC(=NC21)C(F)F)C(=O)OC methyl 4-bromo-2-(difluoromethyl)-1H-benzo[d]imidazole-6-carboxylate